BrC1=CC=C(C=C1)CN1CCCC1 1-[(4-Bromophenyl)methyl]pyrrolidine